ClC=1C=C(C(=C(C1)C1=NC=C(C=N1)F)OC)[N+](=O)[O-] 2-(5-chloro-2-methoxy-3-nitrophenyl)-5-fluoropyrimidine